C1(CCCCC1)CNCCNCC1CCCCC1 N,N'-Bis(cyclohexylmethyl)-1,2-ethandiamin